N-cyclopropyl-5-hydroxybenzofuran-2-carboxamide C1(CC1)NC(=O)C=1OC2=C(C1)C=C(C=C2)O